ClC1=C(C=CC=C1)[C@@H]1[C@H](CCC(C1)(C)C)C(=O)N1[C@H](C[C@@]2(CN([C@@H]2C)C(C=C)=O)CC1)C 1-((1R,4R,6S)-7-((1S,2S)-2-(2-chlorophenyl)-4,4-dimethylcyclohexane-1-carbonyl)-1,6-dimethyl-2,7-diazaspiro[3.5]nonan-2-yl)prop-2-en-1-one